5-{(3'R)-1'-[(1S)-1-(1H-imidazol-2-yl)propyl]-6,7-dihydrospiro[pyrazolo[5,1-c][1,4]oxazine-4,3'-pyrrolidin]-2-yl}-3-(trifluoromethyl)pyridin-2-amine N1C(=NC=C1)[C@H](CC)N1C[C@@]2(CC1)OCCN1C2=CC(=N1)C=1C=C(C(=NC1)N)C(F)(F)F